BrC1=C(C(=CC(=C1Cl)F)O)C(C)=O 1-(2-Bromo-3-chloro-4-fluoro-6-hydroxyphenyl)ethanone